BrC1=CC(=C(C(=O)OC)C=C1)C1=CCC2(CC2)CC1 methyl 4-bromo-2-spiro[2.5]oct-5-en-6-ylbenzoate